chloro(phenyl)silane Cl[SiH2]C1=CC=CC=C1